5-(1-(1-methylcyclohexyloxycarbonyl)-octahydro-4,7-methyleneinden-5-yloxycarbonyl)-bicyclo[2.2.1]Hept-2-ene CC1(CCCCC1)OC(=O)C1CCC2C3C(CC(C12)C3)OC(=O)C3C1C=CC(C3)C1